N1CN=CC2=C1C=CS2 dihydro-thienopyrimidine